(1-cyano-2-ethyl-3-phenyl-cyclopropyl)pyridine-3-carbonitrile C(#N)C1(C(C1C1=CC=CC=C1)CC)C1=NC=CC=C1C#N